N1(CCCC1)C=1C=C(CN2CCCC23CCN(CC3)C(=O)OC(C(F)(F)F)C(F)(F)F)C=C(C1)C(F)(F)F 1,1,1,3,3,3-hexafluoropropan-2-yl 1-(3-(pyrrolidin-1-yl)-5-(trifluoromethyl) benzyl)-1,8-diazaspiro[4.5]decane-8-carboxylate